prolyl Glutamate (Prolyl-Glutamate) N1[C@@H](CCC1)C(=O)N[C@@H](CCC(=O)O)C(=O)O.N[C@@H](CCC(=O)O)C(=O)OC([C@H]1NCCC1)=O